benzamidine (Benzoinate) C=1(C(=CC=CC1)C(=O)O)C(=O)C(O)C1=CC=CC=C1.C(C1=CC=CC=C1)(=N)N